3-(4-amino-6-(3,3-difluoroazetidin-1-yl)pyrido[3,4-d]pyrimidin-8-yl)-2,4-dimethylphenol NC=1C2=C(N=CN1)C(=NC(=C2)N2CC(C2)(F)F)C=2C(=C(C=CC2C)O)C